S1C(=NC2=C1C=CC=C2)NC2=C(C=C(N=N2)N(C=2SC(=C(N2)C(=O)OCC)CCCOC2=CC=CC=C2)CCCOC)C ethyl 2-({6-[(1,3-benzothiazol-2-yl) amino]-5-methylpyridazin-3-yl} (3-methoxypropyl) amino)-5-(3-phenoxypropyl)-1,3-thiazole-4-carboxylate